CC1=CC(=CC=C1)S(=O)C 1-methyl-3-(methylsulfinyl)benzene